N-(3-(1,1-difluoroethyl)phenyl)-1-(4-(difluoromethoxy)phenyl)-3-ethyl-5-methyl-1H-pyrazole-4-carboxamide FC(C)(F)C=1C=C(C=CC1)NC(=O)C=1C(=NN(C1C)C1=CC=C(C=C1)OC(F)F)CC